ClC1=CC(=C(C=N1)C1=NC=CC=C1F)F 6'-chloro-3,4'-difluoro-2,3'-bipyridine